NC1=NC2=CC(=CC=C2C(=C1)C(F)(F)F)CN(C(=O)C=1C=NC=CC1)C1=CC=CC=2CCS(C21)(=O)=O N-{[2-amino-4-(trifluoromethyl)quinolin-7-yl]methyl}-N-(1,1-dioxo-2,3-dihydro-1λ6-benzothiophen-7-yl)pyridine-3-carboxamide